NC1CCN(CC1)C=1N=C(C(=C(C#N)C1)C=1C=C2C(C(N(C2=CC1)C)=O)(F)F)C1=CC(=C(C=C1)C#N)F 6-(4-aminopiperid-1-yl)-2-(4-cyano-3-fluorophenyl)-3-(3,3-difluoro-1-methyl-2-oxoindol-5-yl)isonicotinonitrile